4-(1,5-dimethylpyrazol-4-yl)-8-fluoro-quinoline-2-carboxylic acid CN1N=CC(=C1C)C1=CC(=NC2=C(C=CC=C12)F)C(=O)O